di(cetyl) phosphate P(=O)(OCCCCCCCCCCCCCCCC)(OCCCCCCCCCCCCCCCC)[O-]